FC=1C(=NC(=NC1)N1[C@H](CN([C@@H](C1)C)C)C)N1CC(C1)C(=O)NC(C)(C)C1=CN=C2N1C=CC=C2 1-{5-fluoro-2-[(2S,5R)-2,4,5-trimethylpiperazin-1-yl]pyrimidin-4-yl}-N-(2-{imidazo[1,2-a]pyridin-3-yl}propan-2-yl)azetidine-3-carboxamide